CC1=CC(N(C=C1)C(=O)OC(C)(C)C)=O tert-butyl 4-methyl-2-oxopyridine-1(2H)-carboxylate